5-cyclopentadienyl-carboxylate C1=CC=CC1C(=O)[O-]